rel-1-(5-(difluoromethyl)-1,3,4-thiadiazol-2-yl)-N-(1-methylcyclopropyl)-4-((6S,9aS)-6-methylhexahydropyrazino[2,1-c][1,4]oxazin-8(1H)-yl)-1H-benzo[d]imidazole-6-sulfonamide FC(C1=NN=C(S1)N1C=NC2=C1C=C(C=C2N2C[C@H]1COCCN1[C@H](C2)C)S(=O)(=O)NC2(CC2)C)F |o1:18,24|